1-(phenylethynyl)cyclopentan-1-ol C1(=CC=CC=C1)C#CC1(CCCC1)O